4-(sec-butoxy)benzyl acetate C(C)(=O)OCC1=CC=C(C=C1)OC(C)CC